4-(6,7-dimethylpyrazolo[1,5-a]pyrimidin-3-yl)-2-methyl-2-(4-methylpent-3-en-1-yl)-2H-benzo[e][1,3]oxazine CC=1C=NC=2N(C1C)N=CC2C2=NC(OC1=C2C=CC=C1)(CCC=C(C)C)C